S1C(=CC=C1)CNCCC1=C(C=C(C(=C1)OC)I)OC N-[(thiophen-2-yl)methyl]-1-(2,5-dimethoxy-4-iodophenyl)-2-aminoethane